7-[2-(α-methylphenylethylamino)ethyl]-theophylline CC(CC1=CC=CC=C1)NCCN1C=NC=2N(C(N(C)C(C12)=O)=O)C